4-[[4-fluoro-3-[[4-[4-[[1-[6-(1-hydroxy-1-methyl-ethyl)-2-pyridyl]-2-methyl-3-oxo-pyrazolo[3,4-d]pyrimidin-6-yl]amino]phenyl]piperazin-1-yl]methyl]phenyl]methyl]-2H-phthalazin-1-one FC1=C(C=C(C=C1)CC1=NNC(C2=CC=CC=C12)=O)CN1CCN(CC1)C1=CC=C(C=C1)NC1=NC=C2C(=N1)N(N(C2=O)C)C2=NC(=CC=C2)C(C)(C)O